N1=C(C=C2N1C=CN=C2)C(=O)[O-] pyrazolo[1,5-a]pyrazine-2-carboxylate